(R)-3-(8-((R)-1'-(1-(3-amino-6-(2-hydroxyphenyl)pyridazin-4-yl)-1H-pyrazol-4-yl)-[1,4'-bipiperidin]-3-yl)-2,3-dihydro-4H-benzo[b][1,4]oxazin-4-yl)piperidine-2,6-dione NC=1N=NC(=CC1N1N=CC(=C1)N1CCC(CC1)N1C[C@H](CCC1)C1=CC=CC2=C1OCCN2[C@H]2C(NC(CC2)=O)=O)C2=C(C=CC=C2)O